BrC1=C2C(=NNC2=CC=C1)C 4-Bromo-3-methyl-1H-indazole